ClC1=C(C=CC=C1)C1=C(C=CC(=C1)C(F)(F)F)S(=O)(=O)N1CCC(CC1)(C(=O)NC(C)(\C=C\C(=O)N1CC(C1)(F)F)C)F (E)-1-((2'-chloro-5-(trifluoromethyl)-[1,1'-biphenyl]-2-yl)sulfonyl)-N-(5-(3,3-difluoroazetidin-1-yl)-2-methyl-5-oxopent-3-en-2-yl)-4-fluoropiperidine-4-carboxamide